C(C)(C)OC(=O)C1(CC(=NO1)C1=CC(=CC(=C1)F)F)C(C)O Isopropyl-3-(3,5-difluorophenyl)-5-(1-hydroxyethyl)-4H-isoxazol-5-carboxylat